C1(CC1)N1C(=CC=2C=NC(=CC21)C2=CC=C(C=O)C=C2)C2=CC=C(C=C2)S(=O)(=O)C 4-[1-cyclopropyl-2-(4-methylsulfonylphenyl)pyrrolo[3,2-c]pyridin-6-yl]benzaldehyde